1-[3-nitro-4-[(E)-[1-(3,3,3-trifluoropropyl)pyrazolo[3,4-c]pyridin-5-yl]iminomethyl]-phenyl]cyclopropanecarbonitrile [N+](=O)([O-])C=1C=C(C=CC1/C=N/C=1C=C2C(=CN1)N(N=C2)CCC(F)(F)F)C2(CC2)C#N